O=C(ON=CNC)NCC(=O)O 6-oxo-5-oxa-2,4,7-triazanon-3-en-9-oic acid